(S)-quinuclidin-3-yl ((R)-6-(3-ethylphenyl)-7-fluoro-2,2-dimethyl-1,2,3,4-tetrahydronaphthalen-1-yl)carbamate C(C)C=1C=C(C=CC1)C=1C=C2CCC([C@H](C2=CC1F)NC(O[C@@H]1CN2CCC1CC2)=O)(C)C